lithium 3-(5-(tert-butylsulfonyl)-6-(2-hydroxyethoxy)pyrazolo[1,5-a]pyridin-3-yl)-1-methyl-1H-pyrazole-5-carboxylate C(C)(C)(C)S(=O)(=O)C1=CC=2N(C=C1OCCO)N=CC2C2=NN(C(=C2)C(=O)[O-])C.[Li+]